N[C@@H]1C[C@@H]([C@H](C1)C1=CC=C(C=C1)C1=CC(=CC2=CC(=CC=C12)C1=CC=C(C=C1)C(F)(F)F)C(=O)OCC)CO Ethyl 4-(4-((1S,2S,4S)-4-amino-2-(hydroxymethyl)cyclopentyl)phenyl)-7-(4-(trifluoromethyl)phenyl)-2-naphthoate